BrC1=C(O[C@@H]2[C@H](N(CC2)C(=O)N2C[C@@H]3[C@@H](OCC(N3)=O)CC2)C)C=C(C=C1)C(F)(F)F |o1:4,5| (4aR,8aS)-6-[rel-(2R,3S)-3-[2-Bromo-5-(trifluoromethyl)phenoxy]-2-methyl-pyrrolidine-1-carbonyl]-4,4a,5,7,8,8a-hexahydropyrido[4,3-b][1,4]oxazin-3-one